6-[[3-(5-fluoro-3-pyridyl)-4-methyl-phenyl]carbamoyl]-6-azabicyclo[3.1.1]heptane-2-carboxylic acid FC=1C=C(C=NC1)C=1C=C(C=CC1C)NC(=O)N1C2CCC(C1C2)C(=O)O